BrC1=CC(=C(C=C1)I(OC(C)=O)OC(C)=O)OC 4-bromo-1-(diacetoxyiodo)-2-methoxybenzene